OCCC[Si](O[Si](C)(C)CCCO)(C)C bis(3-hydroxypropyl)-1,1,3,3-tetramethyl-disiloxane